CN(C1=CC=C2C(=CC(OC2=C1)=O)C1=C(C=CC=C1)C)CC1(COC1)C(=O)O 3-((methyl(2-oxo-4-(o-tolyl)-2H-chromen-7-yl)amino)methyl)oxetane-3-carboxylic acid